8-ethoxy-1,3-diiodo-2H-quinolizin-2-one C(C)OC=1C=CN2C=C(C(C(=C2C1)I)=O)I